CS(=O)(C)=NC=1C=CC(=NC1)N1N=CN=C1[C@H](C)NC(C1=CC(=C(C=C1)F)F)=O (S)-N-(1-(1-(5-((dimethyl(oxo)-λ6-sulfaneylidene)amino)pyridin-2-yl)-1H-1,2,4-triazol-5-yl)ethyl)-3,4-difluorobenzamide